FC1=C(C=C(C=C1)NC(N(CCC)[C@@H](C)C1=CNC(C2=CC=CC=C12)=O)=O)C (S)-3-(4-fluoro-3-methylphenyl)-1-(1-(1-oxo-1,2-dihydro-isoquinolin-4-yl)ethyl)-1-propylurea